O=C1N(C[C@@H](C1)CCC)[C@H](C(=O)O)CC (S)-2-((R)-2-oxo-4-propylpyrrolidin-1-yl)butanoic acid